3-phenyl-3-(4-methoxyphenyl)-6-methoxy-7-(3-hydroxymethylenepiperidin-1-yl)-13,13-dimethyl-3H,13H-indeno[2',3':3,4]naphtho[1,2-b]pyran C1(=CC=CC=C1)C1(C=CC2=C(O1)C=1C=C(C(=CC1C1=C2C(C2=CC=CC=C21)(C)C)N2CC(CCC2)=CO)OC)C2=CC=C(C=C2)OC